methyl 3-(3-hydroxypyrrolidin-1-yl)-4-methylbenzoate OC1CN(CC1)C=1C=C(C(=O)OC)C=CC1C